(6S)-6,9,9-Trimethyl-3-pentyl-5,6,7,8-tetrahydroxanthen-1-ol C[C@@H]1CC=2OC=3C=C(C=C(C3C(C2CC1)(C)C)O)CCCCC